4-((4-(4-acetamido-1H-1,2,3-triazol-1-yl)-2,6-difluorobenzyl)oxy)phenyl sulfurofluoridate S(OC1=CC=C(C=C1)OCC1=C(C=C(C=C1F)N1N=NC(=C1)NC(C)=O)F)(=O)(=O)F